5-chloro-2-methyl-N-((1r,4r)-4-((3-(3-methyl-1H-indazol-6-yl)-2-oxo-2,3-dihydro-1H-benzo[d]imidazol-1-yl)methyl)cyclohexyl)nicotinamide ClC=1C=NC(=C(C(=O)NC2CCC(CC2)CN2C(N(C3=C2C=CC=C3)C3=CC=C2C(=NNC2=C3)C)=O)C1)C